5-(bromomethyl)-6-fluoro-1,1-dimethyl-3-(4-(3-(methylsulfonyl)propoxy)-2-(trifluoromethyl)phenyl)-2,3-dihydro-1H-indene BrCC=1C=C2C(CC(C2=CC1F)(C)C)C1=C(C=C(C=C1)OCCCS(=O)(=O)C)C(F)(F)F